N1(C=NC=C1)C(C(CCCCCCCCC)CCCCCCCCC)=O 1-(1H-imidazol-1-yl)-2-nonylundecan-1-one